4-cyclopentylamino-2-methylsulfanyl-pyrimidine-5-carbaldehyde C1(CCCC1)NC1=NC(=NC=C1C=O)SC